N4-(3-((tert-Butylsulfonyl)methyl)phenyl)-N2-(3-fluoro-4-(1-methylpiperidin-4-yl)phenyl)-5-methylpyridine-2,4-diamine C(C)(C)(C)S(=O)(=O)CC=1C=C(C=CC1)NC1=CC(=NC=C1C)NC1=CC(=C(C=C1)C1CCN(CC1)C)F